ClC=1C(=C(C=CC1)NC1=NC=NC2=CC=C(C(=C12)OC(C)C)NC(\C=C\CN(C)C)=O)F (E)-N-(4-((3-chloro-2-fluorophenyl)amino)-5-isopropoxyquinazolin-6-yl)-4-(dimethylamino)but-2-enamide